C(C1=CC=CC=C1)S(=O)(=O)N1C=CC2=C1N=C(N=C2NC=2N=CN(C2)C2=CC(=C(C(=C2)OC)OC)OC)N2[C@@H](CCC2)CO (S)-(1-(7-toluenesulfonyl-4-((1-(3,4,5-trimethoxyphenyl)-1H-imidazol-4-yl)amino)-7H-pyrrolo[2,3-d]pyrimidin-2-yl)pyrrolidin-2-yl)methanol